tert-butyl ((3S,3aR,6S,6aR)-6-((S)-18-benzyl-1-(9H-fluoren-9-yl)-3,10,13,16,19-pentaoxo-2,7-dioxa-4,11,14,17,20-pentaazadocosan-22-amido)hexahydrofuro[3,2-b]furan-3-yl)carbamate C(C1=CC=CC=C1)[C@H](NC(CNC(CNC(CCOCCNC(OCC1C2=CC=CC=C2C=2C=CC=CC12)=O)=O)=O)=O)C(NCC(=O)N[C@H]1CO[C@H]2[C@@H]1OC[C@@H]2NC(OC(C)(C)C)=O)=O